C(C)(C)(C)OC(=O)NCC(=O)OCCCC(=O)O 4-(((tert-butoxycarbonyl)glycyl)oxy)butanoic acid